NCCN(C([O-])=O)C1=CC2=C(N=C(S2)C2=C(C=C(C=C2)C=2C=NC(=CC2)N(C)C)C(F)(F)F)C=C1 N-(2-azanylethyl)-N-[2-[4-[6-(dimethylamino)pyridin-3-yl]-2-(trifluoromethyl)phenyl]-1,3-benzothiazol-6-yl]carbamate